N1(C=NC=C1)CC1=CC(=C2CCN(C(C2=C1)=O)C1=NC(=NC2=CC(=C(C=C12)OC)OC)N1CCOCC1)C=1C(=NN(C1)C)C(F)(F)F 7-((1H-imidazol-1-yl)methyl)-2-(6,7-dimethoxy-2-morpholinoquinazolin-4-yl)-5-(1-methyl-3-(trifluoromethyl)-1H-pyrazol-4-yl)-3,4-dihydroisoquinolin-1(2H)-one